2-nitro-4-propynylpyrrol [N+](=O)([O-])C=1NC=C(C1)C#CC